ClC=1C(=CC(=C(C1)C(C#N)(C)C)O)C 2-(5-chloro-2-hydroxy-4-methyl-phenyl)-2-methyl-propionitrile